O=C1NC(CCC1N1C(C2=CC=C(C=C2C1)C(=O)N[C@H](CC)C1=CC=CC=C1)=O)=O 2-(2,6-dioxopiperidin-3-yl)-1-oxo-N-((R)-1-phenylpropyl)isoindoline-5-carboxamide